CC=1C=C(COCC(=C)ON2CC=CC=C2)C=CC1 1-((3-((3-methylbenzyl)oxy)prop-1-en-2-yl)oxy)pyridin